3-chloro-2-(chloromethyl)-1-propene ClCC(=C)CCl